6-(2,5-dihydro-1H-pyrrol-3-yl)-N-((R)-1-phenylethyl)-2,3,4,9-tetrahydro-1H-carbazol-1-amine N1CC(=CC1)C=1C=C2C=3CCCC(C3NC2=CC1)N[C@H](C)C1=CC=CC=C1